5-(7-{[(cyclopropylmethyl)amino]methyl}-1-fluoro-3-hydroxy-5,6,7,8-tetrahydronaphthalen-2-yl)-1λ6,2,5-thiadiazolidine-1,1,3-trione C1(CC1)CNCC1CCC=2C=C(C(=C(C2C1)F)N1CC(NS1(=O)=O)=O)O